4-chloro-6-(1,3-dimethyl-1H-pyrazol-4-yl)-2-(6-(((1R,3s,5S)-1,5-dimethyl-8-azabicyclo[3.2.1]octan-3-yl)oxy)pyridazin-3-yl)-2,3-dihydro-1H-pyrrolo[3,4-c]pyridin-1-one ClC1=NC(=CC2=C1CN(C2=O)C=2N=NC(=CC2)OC2C[C@]1(CC[C@@](C2)(N1)C)C)C=1C(=NN(C1)C)C